5-(2-(1-(tert-butoxycarbonyl)piperidin-4-yl)vinyl)-3,4-dihydro-2H-thiopyran-6-carboxylic acid C(C)(C)(C)OC(=O)N1CCC(CC1)C=CC=1CCCSC1C(=O)O